1-AMINOCYCLOPROPANE NC1CC1